ClC=1N=NC(=C2C1N(N=C2)CCCCl)C2=C(C=C(C=C2)C(F)(F)F)OC 7-chloro-1-(3-chloropropyl)-4-(2-methoxy-4-(trifluoromethyl)phenyl)-1H-pyrazolo[3,4-d]pyridazine